S(=O)(=O)([O-])[O-].C(CCC)[NH3+].C(CCC)[NH3+] 1-butanaminium sulfate